C(#N)C=1C=CC(=C(C1)C1=CC=CC=2C=C(OC21)C(=O)NC21CCC(CC2)(C1)O)OC(F)F 7-[5-cyano-2-(difluoromethoxy)phenyl]-N-(4-hydroxynorbornan-1-yl)benzofuran-2-carboxamide